CC1(C(C(=C(C=C1CCCCC)O)C1=CC=CC=C1)O)C1COC1 3-methyl-3-(oxetan-3-yl)-4-pentyl-[1,1'-biphenyl]-2,6-diol